1,2-dihydroxytoluene OC1(C)C(C=CC=C1)O